N-((1S,9S)-5-chloro-9-ethyl-9-hydroxy-4-methyl-10,13-dioxo-2,3,9,10,13,15-hexahydro-1H,12H-benzo[de]pyrano[3',4':6,7]indolizino[1,2-b]quinolin-1-yl)-1-hydroxycyclopropane-1-carboxamide ClC=1C(=C2C=3C(=C4C(=NC3C1)C1=CC3=C(C(N1C4)=O)COC([C@]3(O)CC)=O)[C@H](CC2)NC(=O)C2(CC2)O)C